N-((4-(3-((tert-butyldimethylsilyl)oxy)propyl)-2-isopropylpyridin-3-yl)carbamoyl)-2,6-dichloro-5-fluoronicotinamid [Si](C)(C)(C(C)(C)C)OCCCC1=C(C(=NC=C1)C(C)C)NC(=O)NC(C1=C(N=C(C(=C1)F)Cl)Cl)=O